(1-(tetrahydro-2H-pyran-2-yl)-1H-pyrazol-4-yl)methylamine O1C(CCCC1)N1N=CC(=C1)CN